(1R,3S)-1-{[2'-(benzyloxy)-3',4,6-trifluoro-[1,1'-biphenyl]-3-yl]methyl}-3-cyclopropanesulfonamidocyclopentane-1-carboxamide C(C1=CC=CC=C1)OC1=C(C=CC=C1F)C1=CC(=C(C=C1F)F)C[C@]1(C[C@H](CC1)NS(=O)(=O)C1CC1)C(=O)N